N[C@H](C(=O)O)[C@H](CC(C)(C)C)C1=CNC2=CC=CC=C12 (2S,3R)-2-amino-3-(1H-indol-3-yl)-5,5-dimethylhexanoic acid